4-(4-amino-7-bromo-1-methyl-2-{2-methyl-4-[(2-methylacryloylamino)]phenyl}pyrrolo[3,2-c]pyridin-3-yl)-2-methoxy-N-(2,2,2-trifluoroethyl)benzamide NC1=NC=C(C2=C1C(=C(N2C)C2=C(C=C(C=C2)NC(C(=C)C)=O)C)C2=CC(=C(C(=O)NCC(F)(F)F)C=C2)OC)Br